C(C=C)(=O)O.C(C=C)(=O)O.C(C=C)(=O)O.C(C=C)(=O)O.C(C)OC(O)C(CO)(COCC(CO)(CO)CO)CO (ethoxy)dipentaerythritol tetraacrylate